FC1=CC2=C(C(C3=C(CC2)C=C(C(=C3)OC)OC)=O)C=C1F 2,3-difluoro-7,8-dimethoxy-10,11-dihydro-5H-dibenzo[a,d][7]annulen-5-one